C(C1=CC=CC=C1)N1C(C(=CC(=C1)C(=O)NC)C(=O)NC)=O 1-benzyl-N3,N5-dimethyl-2-oxo-1,2-dihydropyridine-3,5-dicarboxamide